2-(2,6-dioxopiperidin-3-yl)-4-(2-iodoethylsulfanyl)isoindoline-1,3-dione O=C1NC(CCC1N1C(C2=CC=CC(=C2C1=O)SCCI)=O)=O